5-(2,4-Difluoro-phenyl)-isoxazole-3-carboxylic acid [(3S,4S)-1-cyclopropylmethyl-3-((R)-2-pyrimidin-2-yl-pyrrolidine-1-carbonyl)-piperidin-4-yl]-amide C1(CC1)CN1C[C@@H]([C@H](CC1)NC(=O)C1=NOC(=C1)C1=C(C=C(C=C1)F)F)C(=O)N1[C@H](CCC1)C1=NC=CC=N1